CC1=C(C(=O)NC2=C(C=C(C=C2)S(NC(C2CCNCC2)C2=CC=CC=C2)(=O)=O)C)C=CC=C1 2-methyl-N-(2-methyl-4-(N-(phenyl-(piperidin-4-yl)methyl)sulfamoyl)phenyl)benzamide